CC(C)(C)OC(CN1CCN(CCN(CCN(CC1)CC(OC(C)(C)C)=O)CC(OC(C)(C)C)=O)CC(=O)O)=O (4,7,10-tri{2-[(2-methylprop-2-yl)oxy]-2-oxoethyl}-1,4,7,10-tetraazacyclododecane-1-yl)acetic acid